1,2-bis(9-azabicyclo[3.3.1]nonan-9-yl)ethane-1,2-dione C12CCCC(CCC1)N2C(C(=O)N2C1CCCC2CCC1)=O